[(3S,4S)-4-(3,4-dihydroisoquinolin-2(1H)-yl)-3-hydroxypiperidin-1-yl][6-(1-methyl-1H-pyrazol-5-yl)imidazo[1,2-a]pyrimidin-2-yl]methanone C1N(CCC2=CC=CC=C12)[C@@H]1[C@H](CN(CC1)C(=O)C=1N=C2N(C=C(C=N2)C2=CC=NN2C)C1)O